2-((3,7-dimethylocta-2,6-dien-1-yl)oxy)acetaldehyde CC(=CCOCC=O)CCC=C(C)C